2-[4-[[(1R,3S)-3-hydroxycyclohexyl]amino]pyrido[3,4-d]pyridazin-1-yl]-3-(trifluoromethyl)phenol O[C@@H]1C[C@@H](CCC1)NC=1N=NC(=C2C1C=NC=C2)C2=C(C=CC=C2C(F)(F)F)O